8-[(1-tert-Butoxycarbonyl-piperidin-4-ylmethyl)-amino]-6-(2-chloro-pyridin-4-yl)-3-methyl-imidazo[1,2-a]pyrazine-2-carboxylic acid ethyl ester C(C)OC(=O)C=1N=C2N(C=C(N=C2NCC2CCN(CC2)C(=O)OC(C)(C)C)C2=CC(=NC=C2)Cl)C1C